1-(((S)-butan-2-yl)methyl)-1H-benzo[d]imidazole-6-carboxylic acid C[C@@H](CC)CN1C=NC2=C1C=C(C=C2)C(=O)O